N-[2-(2-methylpyrrolidin-1-yl)-6-(piperazin-1-yl)pyrimidin-4-yl]-1-(propan-2-yl)-1H-pyrazolo[4,3-c]pyridin-6-amine CC1N(CCC1)C1=NC(=CC(=N1)NC1=CC2=C(C=N1)C=NN2C(C)C)N2CCNCC2